5-bromo-4-(5-cyclopropyl-1,3,4-oxadiazol-2-yl)-1-(3-fluoro-4-methylbenzyl)-8-(3-morpholinopropoxy)-1,3-dihydro-2H-benzo[b]azepin-2-one BrC=1C2=C(N(C(CC1C=1OC(=NN1)C1CC1)=O)CC1=CC(=C(C=C1)C)F)C=C(C=C2)OCCCN2CCOCC2